N-(2-((tosyl)oxy)ethyl)iminodiacetate S(=O)(=O)(C1=CC=C(C)C=C1)OCCN(CC(=O)[O-])CC(=O)[O-]